Cl.N[C@]1([C@@H](C1)CC)C(=O)OCCCCCC hexyl (1R,2R)-1-amino-2-ethylcyclopropane-1-carboxylate hydrochloride